ClC1=C(C(=O)N(CC=2OC=CC2)CC=2C(=CC3=C(OCO3)C2)N(S(=O)(=O)C=2C=CC3=C(C(=C(O3)C(=O)OCC)C)C2)CC)C=CC=C1 Ethyl 5-(N-(6-((2-chloro-N-(furan-2-ylmethyl) benzoylamino) methyl) benzo[d][1,3]dioxolan-5-yl)-N-ethylsulfamoyl)-3-methylbenzofuran-2-carboxylate